3-Formyl-4-hydroxycinnamic acid C(=O)C=1C=C(C=CC(=O)O)C=CC1O